CN1N=C(C=2N=CN(C(C21)=O)CC(=O)N[C@H](C)C2CCOCC2)NC2=CC=C(C=C2)C(F)(F)F (R)-2-(1-methyl-7-oxo-3-((4-(trifluoromethyl)phenyl)amino)-1,7-dihydro-6H-pyrazolo[4,3-d]pyrimidin-6-yl)-N-(1-(tetrahydro-2H-pyran-4-yl)ethyl)acetamide